5-methylfuran-3-carbaldehyde CC1=CC(=CO1)C=O